CC1(O[C@H]([C@H](O1)[C@@H](CO)O)\C=C\CCCCCC)C (R)-1-((4R,5S)-2,2-dimethyl-5-((E)-oct-1-en-1-yl)-1,3-dioxolan-4-yl)ethane-1,2-diol